N1(CCCCC1)NC(=O)C1=NN(C(=C1CC)C1=CC=C(C=C1)C#CCCO[N+](=O)[O-])C1=C(C=C(C=C1)Cl)Cl 1-(2,4-Dichloro-phenyl)-4-ethyl-5-[4-(4-nitrooxy-but-1-ynyl)-phenyl]-1H-pyrazole-3-carboxylic acid piperidin-1-ylamide